5-(4-((1-phenylethyl)amino)quinazolin-6-yl)pyridin-2-ol C1(=CC=CC=C1)C(C)NC1=NC=NC2=CC=C(C=C12)C=1C=CC(=NC1)O